Cl.NC\C=C(\CN1C=NC2=C1C=C(C=C2C2=C(C=CC(=C2)CO)F)C#N)/F (Z)-1-(4-amino-2-fluorobut-2-en-1-yl)-4-(2-fluoro-5-(hydroxymethyl)phenyl)-1H-Benzo[d]imidazole-6-carbonitrile hydrochloride